C(CC)OCCC(=O)N(CCCC)CCCC 3-propoxy-N,N-dibutylpropanamide